OC(=O)C(F)(F)F.NC1=C(C=CC=C1)NC(C1=CC=C(C=C1)CN1CCC(CC1)CNC1C(C1)C1=CC=C(C=C1)C1=CN(C(C=C1)=O)C)=O N-(2-aminophenyl)-4-((4-(((2-(4-(1-methyl-6-oxo-1,6-dihydropyridin-3-yl)phenyl)cyclopropyl)amino)methyl)piperidin-1-yl)methyl)benzamide TFA Salt